NC=1N=C(N(C(C1SC=1C(=C(C(=O)O)C=CC1)Cl)=O)C)N1CCC(CC1)(C)N 3-((4-amino-2-(4-amino-4-methylpiperidin-1-yl)-1-methyl-6-oxo-1,6-dihydropyrimidin-5-yl)thio)-2-chlorobenzoic acid